tert-butyl 4-(4-(1-((2-(trimethylsilyl)ethoxy)methyl)-1H-imidazol-2-yl)phenyl)piperazine-1-carboxylate C[Si](CCOCN1C(=NC=C1)C1=CC=C(C=C1)N1CCN(CC1)C(=O)OC(C)(C)C)(C)C